C(C)(C)(C)OC(N=S(=O)(C1=CC(=C(C=C1)[N+](=O)[O-])OC)C1CC1)=O tert-Butyl(cyclopropyl(3-methoxy-4-nitrophenyl)(oxo)-λ6-sulfaneylidene)carbamate